BrC1=CC=C(C=C1)C=1N=NN(N1)CC=1C=C(N(N1)CC(F)F)C(=O)O 5-[[5-(4-bromophenyl)tetrazol-2-yl]methyl]-2-(2,2-difluoroethyl)pyrazole-3-carboxylic acid